3,5-difluoro-2,6-diaminopyridine FC=1C(=NC(=C(C1)F)N)N